C(C)OP(=O)(OCC)C(C(=O)OC(C)(C)C)CC1=NOC(=N1)C(C1=CC=C(C=C1)C(F)(F)F)(F)F tert-butyl 2-(diethoxyphosphoryl)-3-(5-(difluoro(4-(trifluoromethyl)phenyl)methyl)-1,2,4-oxadiazol-3-yl)propanoate